5,5',5'',5'''-(1,4,8,11-tetraazacyclotetradecane-1,4,8,11-tetrayl)tetranicotinic Acid N1(CCN(CCCN(CCN(CCC1)C=1C=NC=C(C(=O)O)C1)C=1C=NC=C(C(=O)O)C1)C=1C=NC=C(C(=O)O)C1)C=1C=NC=C(C(=O)O)C1